CCC(CC)OOC(C(CCCCCCC(CCCCCCCC(=O)OOC(CC)CC)NCC1COCC1)(OC(CC)CC)OC(CC)CC)=O bis(3-pentyloxy)9-(((tetrahydrofuran-3-yl)methyl)amino)heptadecanedioic acid bis(3-pentyloxy) ester